C1=C(C=CC2=CC=CC=C12)C=C(C(=O)NC1=C(C(=O)O)C=CC=C1)C=C 2-(2-(naphthalen-2-ylmethylene)butenamido)benzoic acid